CN1C(N(C2=C1C(=CC=C2)C#CCOC2(CCNCC2)C)N2C(CCCC2=O)=O)=O 3-Methyl-4-[3-[(4-methyl-4-piperidyl)oxy]prop-1-ynyl]-2-oxo-benzimidazol-1-yl-piperidine-2,6-dione